(1S,2S)-2-(2-((tert-butoxycarbonyl)amino)-6-methoxypyridin-4-yl)cyclopropane-1-carboxylic acid C(C)(C)(C)OC(=O)NC1=NC(=CC(=C1)[C@@H]1[C@H](C1)C(=O)O)OC